(4aR,8aS)-6-(4-((S or R)-1-(4-Fluorophenyl)-2-(3-methyl-1,2,4-oxadiazol-5-yl)ethyl)piperidine-1-carbonyl)hexahydro-2H-pyrido[4,3-b][1,4]oxazin-3(4H)-one FC1=CC=C(C=C1)[C@@H](CC1=NC(=NO1)C)C1CCN(CC1)C(=O)N1C[C@@H]2[C@@H](OCC(N2)=O)CC1 |o1:7|